4-[6,9,17,19,21-pentahydroxy-13-(4-hydroxyphenyl)-4,12,14-trioxapentacyclo[11.7.1.02,11.03,8.015,20]henicosa-2(11),3(8),9,15,17,19-hexaen-5-yl]phenolate OC1C(OC=2C=3C4C5=C(C=C(C=C5OC(OC3C=C(C2C1)O)(C4O)C4=CC=C(C=C4)O)O)O)C4=CC=C(C=C4)[O-]